tert-Butyl (2R,4S)-4-(benzyl(methyl)amino)-2-(hydroxymethyl)piperidine-1-carboxylate C(C1=CC=CC=C1)N([C@@H]1C[C@@H](N(CC1)C(=O)OC(C)(C)C)CO)C